C(C1=CC=CC=C1)OC(=O)NC1=CC(=NC=C1F)C1CN(CCO1)C(=O)OC(C)(C)C tert-butyl 2-(4-(((benzyloxy)carbonyl)amino)-5-fluoropyridin-2-yl)morpholine-4-carboxylate